C12(CC3CC(CC(C1)C3)C2)C(=O)O\C(\C)=C\C(C2=CC=CC=C2)=O (E)-4-oxo-4-phenylbut-2-en-2-yl (3r,5r,7r)-adamantane-1-carboxylate